2-fluoro-1-(3-(3-(4-(trifluoromethyl)phenyl)-6,7-dihydropyrano[4,3-c]pyrazol-2(4H)-yl)azetidin-1-yl)prop-2-en-1-one monon-octyl-phosphate C(CCCCCCC)OP(=O)(O)O.FC(C(=O)N1CC(C1)N1N=C2C(=C1C1=CC=C(C=C1)C(F)(F)F)COCC2)=C